Glycidyl-aniline Tert-butyl-(R)-2-(6-((1-(dibenzo[b,d]furan-2-yl)ethyl)amino)-3-(2-fluorophenyl)-5-oxo-1,2,4-triazin-4(5H)-yl)acetate C(C)(C)(C)OC(CN1C(=NN=C(C1=O)N[C@H](C)C1=CC2=C(OC3=C2C=CC=C3)C=C1)C1=C(C=CC=C1)F)=O.C(C1CO1)NC1=CC=CC=C1